FC=1C=C2C=C(NC2=C(C1)F)C(=O)N[C@H](C(=O)N[C@@H](C[C@H]1C(NCCC1)=O)C(CO)=O)CC(C)C 5,7-difluoro-N-[(2S)-1-({(2S)-4-hydroxy-3-oxo-1-[(3S)-2-oxopiperidin-3-yl]butan-2-yl}amino)-4-methyl-1-oxopentan-2-yl]-1H-indole-2-carboxamide